N-[(3S,4S)-1-ethyl-3-methyl-4-piperidyl]-6-{3-[4-(N-methylcarbamoyl)-2-anisidino]-1-propynyl}-1-(2,2,2-trifluoroethyl)-1H-1,3-benzimidazole-4-carboxamide C(C)N1C[C@@H]([C@H](CC1)NC(=O)C1=CC(=CC=2N(C=NC21)CC(F)(F)F)C#CCNC=2C(OC)=CC=C(C2)C(NC)=O)C